FC1([C@H](C1)C(=O)N1CCC2(CC[C@H]([C@H]2O)[C@@H]2N3C(C4=CC=CC=C24)=CN=C3)CC1)F ((R)-2,2-difluorocyclopropyl)((1R,2S)-1-hydroxy-2-((S)-5H-imidazo[5,1-a]isoindol-5-yl)-8-azaspiro[4.5]decan-8-yl)methanone